1-(((1,3-dimethylazetidin-3-yl)carbamoyl)oxy)-3-(palmitoyloxy)propan-2-yl oleate C(CCCCCCC\C=C/CCCCCCCC)(=O)OC(COC(NC1(CN(C1)C)C)=O)COC(CCCCCCCCCCCCCCC)=O